COC=1C=C(C=CC1OC)NC(=S)NC(=O)C12CC3CC(CC(C1)C3)C2 N-((3,4-dimethoxyphenyl)carbamothioyl)adamantane-1-carboxamide